2-[1-(1,3,4-thiadiazol-2-yl)azetidin-3-yl]ethanone S1C(=NN=C1)N1CC(C1)CC=O